7-[3-[4-(trifluoromethyl)phenyl]sulfanylpyrazin-2-yl]-4H-1λ6,2,4-benzothiadiazine 1,1-dioxide FC(C1=CC=C(C=C1)SC=1C(=NC=CN1)C1=CC2=C(NC=NS2(=O)=O)C=C1)(F)F